2-[(3-Methyloxetan-3-yl)methyl]-2-azaspiro[3.3]Heptane CC1(COC1)CN1CC2(C1)CCC2